CSC1=CC=C(C=C1)C=1C=C2C(=CNC2=CC1)C=O 5-[4-(METHYLSULFANYL)PHENYL]-1H-INDOLE-3-CARBALDEHYDE